COC=1C=C2CCN(CC2=CC1NC1=NC=C(C(=N1)NC1CC(CC1)C1=CC=CC=C1)C(=O)N)C 2-[(6-methoxy-2-methyl-1,2,3,4-tetrahydroisoquinolin-7-yl)amino]-4-[(3-phenylcyclopentyl)amino]pyrimidine-5-carboxamide